3-bromo-5-(2-cyclopropyl-4-methoxy-3-pyridyl)-1H-pyrazolo[4,3-d]pyrimidine BrC1=NNC2=C1N=C(N=C2)C=2C(=NC=CC2OC)C2CC2